[1,1'-biphenyl]-3-carboxylic acid hydrochloride Cl.C1(=CC(=CC=C1)C(=O)O)C1=CC=CC=C1